(4-decylphenyl)(4-tridecylphenyl)iodonium C(CCCCCCCCC)C1=CC=C(C=C1)[I+]C1=CC=C(C=C1)CCCCCCCCCCCCC